C(C=C)(=O)NC1=CC=C(C=C1)C1=NN2N=CN=C(C2=C1C1=CCC(CC1)C(=O)NC1CCC1)N 4-(6-(4-acrylamidophenyl)-4-aminopyrazolo[5,1-f][1,2,4]triazin-5-yl)-N-cyclobutylcyclohex-3-ene-1-carboxamide